C(=O)(O)C1(C2CC=C(C1)C2)CC 5-carboxy-5-ethylbicyclo[2.2.1]hept-ene